CC(C(=O)OC(CCCCCCC=O)C)CC 8-(2-methylbutanoyloxy)nonanal